BrC1=CC(=NC=C1)OCCOCCOCCOCCO 2-(2-(2-(2-((4-bromopyridin-2-yl)oxy)ethoxy)ethoxy)ethoxy)ethan-1-ol